C1(CCCC1)CN1N=CC(=C1C(=O)NC1=CC(=CC=C1)S(=O)(=O)C)C(F)(F)F 2-(cyclopentylmethyl)-N-(3-methylsulfonylphenyl)-4-(trifluoromethyl)pyrazole-3-carboxamide